C1(CC1)N1S(N=CC2=C1C=C(C(=C2)O[C@@H]2COCC2)OC)(=O)=O 1-cyclopropyl-7-methoxy-6-(((S)-tetrahydrofuran-3-yl)oxy)-1H-benzo[c][1,2,6]thiadiazine 2,2-dioxide